ClC=1C=C(C=C(C1)Cl)C=1OC2=C(N1)C=CC(=C2)C(=O)OC2CN(CC2)C2=CC=NC=C2 1-(pyridin-4-yl)pyrrolidin-3-yl 2-(3,5-dichlorophenyl)benzo[d]oxazole-6-carboxylate